FC1=C(C(=C(C=C1C1=NN(C2=NC(=CC=C21)N(C2CCOCC2)C)C)C(F)(F)F)F)O 2,6-Difluoro-3-(1-methyl-6-(methyl(tetrahydro-2H-pyran-4-yl)amino)-1H-pyrazolo[3,4-b]pyridin-3-yl)-5-(trifluoromethyl)phenol